3-butenyltrimethylammonium hydroxide [OH-].C(CC=C)[N+](C)(C)C